C(C)(=O)C1=CC(=C(C(=C1)F)N1N=C(C=C1)C=1C=CC(=C(C1)CNC(OC)=O)C)F methyl N-[[5-[1-(4-acetyl-2,6-difluorophenyl)-1H-pyrazol-3-yl]-2-methylphenyl]methyl]carbamate